BrC=1C(=NC(=CN1)C1=C(C=CC=C1C)C)N 3-Bromo-6-(2,6-dimethylphenyl)pyrazin-2-amine